[N+](=O)([O-])C1=CN=C(S1)NC(=O)C1=C(C=CC=C1)O o-N-(5-nitrothiazol-2-yl)carbamoyl-phenol